5-[(R)-hydroxy-(4-isopropyl-phenyl)-(3-methyl-azetidin-3-yl)-methyl]-nicotinic acid, hydrochloride Cl.O[C@@](C=1C=NC=C(C(=O)O)C1)(C1(CNC1)C)C1=CC=C(C=C1)C(C)C